ClC=1C(=NC(=NC1)NC1=CC=C(C=C1)S(=O)(=O)NC(CC)OC)N1[C@H](COC2(CCC2)C1)C 4-({5-chloro-4-[(7S)-7-methyl-5-oxa-8-azaspiro[3.5]nonan-8-yl]pyrimidin-2-yl}amino)-N-(1-methoxypropyl)benzenesulfonamide